1-((2,6-difluorophenyl)ethynyl)isoquinoline tert-butyl-N-[5-fluoro-4-({2-[(1-methyl-1H-pyrazol-4-yl)amino]-5-[4-(trifluoromethyl)phenyl]pyrimidin-4-yl}amino)pyridin-2-yl]carbamate C(C)(C)(C)OC(NC1=NC=C(C(=C1)NC1=NC(=NC=C1C1=CC=C(C=C1)C(F)(F)F)NC=1C=NN(C1)C)F)=O.FC1=C(C(=CC=C1)F)C#CC1=NC=CC2=CC=CC=C12